C(C1=CC=CC=C1)OCCCCN(C(C#CC(SC)=O)(C)C)C S-methyl 4-((4-(benzyloxy) butyl) (methyl) amino)-4-methylpent-2-ynethioate